[Co].BrC=1C=C2C(=C(NC2=CC1)C1=CC=C(C=C1)F)CC(=O)N1CCN(CC1)C(\C=C\C1=CC=C(C=C1)C)=O (E)-1-(4-(2-(5-bromo-2-(4-fluorophenyl)-1H-indol-3-yl)acetyl)piperazin-1-yl)-3-(4-methylphenyl)prop-2-en-1-one cobalt